CC=1C=C2C=NNC2=C(C1)S(=O)(=O)N1[C@@H](CC1)C(=O)N[C@@H]1COCCC1 (2S)-1-[(5-methyl-1H-indazol-7-yl)sulfonyl]-N-[(3S)-tetrahydropyran-3-yl]azetidine-2-carboxamide